1-(difluoromethoxy)-5-fluoro-4-methyl-2-nitrobenzene FC(OC1=C(C=C(C(=C1)F)C)[N+](=O)[O-])F